Methyl 2-(1-(chlorosulfonyl)piperidin-3-yl)acetate ClS(=O)(=O)N1CC(CCC1)CC(=O)OC